C(C)OC(C1=C(C(=NC(=C1)Br)Cl)C(OC)OC)=O bromo-2-chloro-3-(dimethoxymethyl)isonicotinic acid ethyl ester